C(C=1C(C(=O)OCCCCCCCCCCC(C)C)=CC=CC1)(=O)OCCCCCCCCCCC(C)C di-isotridecyl phthalate